2-chloro-4-ethynyl-pyridine Platinum (II) [Pt+2].ClC1=NC=CC(=C1)C#C